C1=CC=NC(=C1)N=NC2=CC=CC=N2 azopyridine